Naphthic acid C1(=CC=CC2=CC=CC=C12)C(=O)O